CN(C=1OC2=CC=C(C(=C2C(C1OCC)=O)N)C)C 2-(dimethylamino)(methyl)amino(ethoxy)-4H-chromen-4-one